1-(3-chloro-2-fluorobenzyl)-4-((4-chloro-3-methyl-5-fluoro-6-((5-methyl-1H-pyrazol-3-yl)amino)pyridin-2-yl)methyl)piperidine-4-carboxylic acid ClC=1C(=C(CN2CCC(CC2)(C(=O)O)CC2=NC(=C(C(=C2C)Cl)F)NC2=NNC(=C2)C)C=CC1)F